1-(allyl-(4-methoxybenzyl)amino)propan-2-one oxime C(C=C)N(CC(C)=NO)CC1=CC=C(C=C1)OC